(cyclopropylmethyl)(4-methoxyphenyl)((4-(5-(trifluoromethyl)-1,2,4-oxadiazol-3-yl)phenyl)imino)-λ6-sulfanone C1(CC1)CS(=O)(=NC1=CC=C(C=C1)C1=NOC(=N1)C(F)(F)F)C1=CC=C(C=C1)OC